[Cl-].C(CCCCCCC)[N+]1=CC=CC=C1 1-octyl-pyridinium chloride